tertiary butyl 2-(3-((1-(4-((5-chloro-4-((2-(N-methylmethanesulfonamido)phenyl)amino)pyrimidin-2-yl)amino)-3-methoxyphenyl)piperidin-4-yl)methyl)azetidin-1-yl)acetate ClC=1C(=NC(=NC1)NC1=C(C=C(C=C1)N1CCC(CC1)CC1CN(C1)CC(=O)OC(C)(C)C)OC)NC1=C(C=CC=C1)N(S(=O)(=O)C)C